N-[2-(2-chloro-4-methylphenyl)-2,2-difluoroethyl]-3-[(3-cyclopropyl-2-fluorophenyl)sulfanyl]cinnoline-4-carboxamide ClC1=C(C=CC(=C1)C)C(CNC(=O)C1=C(N=NC2=CC=CC=C12)SC1=C(C(=CC=C1)C1CC1)F)(F)F